[Pd+2].ClC(CP(C1CCCCC1)C1CCCCC1)(CP(C1CCCCC1)C1CCCCC1)Cl Dichloro[1,3-bis(dicyclohexylphosphino)propane] palladium (II)